(R)-8-methyl-3-(3-methyl-1,2,4-thiadiazole-5-yl)-1-(2-oxopyrrolidin-1-yl)-5,6-dihydroimidazo[1,5-a]pyrazine-7(8H)-carboxylate C[C@@H]1C=2N(CCN1C(=O)[O-])C(=NC2N2C(CCC2)=O)C2=NC(=NS2)C